FC=1C(=NC=CC1N1CCN(CC1)CC=1C=C2CN(C(C2=CC1)=O)C1C(NC(CC1)=O)=O)O 3-(5-((4-(3-fluoro-2-hydroxypyridin-4-yl)piperazin-1-yl)methyl)-1-oxoisoindolin-2-yl)piperidine-2,6-dione